4-[5-({[4-(aminomethyl)phenyl]methyl}(methyl)amino)-1-benzoyl-4-methyl-1H-pyrazol-3-yl]-3-methyl-1-(morpholine-4-carbonyl)piperidin-2-one NCC1=CC=C(C=C1)CN(C1=C(C(=NN1C(C1=CC=CC=C1)=O)C1C(C(N(CC1)C(=O)N1CCOCC1)=O)C)C)C